FC=1C=C(OC=2C=CC(=C3C4(CC(C23)O)OCCO4)SC(F)(F)F)C=C(C1)F 7'-(3,5-difluorophenoxy)-4'-(trifluoromethylsulfanyl)spiro[1,3-dioxolane-2,3'-indane]-1'-ol